hexanetrione CC(C(C(CC)=O)=O)=O